BrC1=C(C=CC2=CC(=CC=C12)O)O 1-bromonaphthalene-2,6-diol